C(CCC)[N-]CCCC N,N-di(n-butyl)amide